COC(CO)C 2-METHOXY-1-PROPANOL